sulphuric acid tin [Sn].S(O)(O)(=O)=O